1,4-bis(4-pyridyl)butane N1=CC=C(C=C1)CCCCC1=CC=NC=C1